BrC1=CC=C2CN(C(C2=C1)=O)CCOC(C)(C)C1=CC=CC=C1 6-bromo-2-(2-((2-phenylprop-2-yl)oxy)ethyl)isoindolin-1-one